2-ethylbutyl((S)-(perfluorophenoxy)(phenoxy)phosphoryl)-L-leucinate C(C)C(CN([C@@H](CC(C)C)C(=O)[O-])[P@](=O)(OC1=CC=CC=C1)OC1=C(C(=C(C(=C1F)F)F)F)F)CC